Cl.NC(C(=O)OCCCCCC)CCC hexyl aminovalerate hydrochloride